N-(1-(3,5-Difluorophenyl)-3-phenylpropyl)-4-methylbenzenesulfonamide FC=1C=C(C=C(C1)F)C(CCC1=CC=CC=C1)NS(=O)(=O)C1=CC=C(C=C1)C